FC1=C(C=CC(=C1)C(F)(F)F)C1=NC(=NC2=C1N=C(N(C2=O)C)C)N2C[C@@H](OCC2)C=2C=NN(C2)C 8-[2-fluoro-4-(trifluoromethyl)phenyl]-2,3-dimethyl-6-[(2S)-2-(1-methyl-1H-pyrazol-4-yl)morpholin-4-yl]-3H,4H-pyrimido[5,4-d][1,3]diazin-4-one